CN(C(C1=CC(=CC=C1)C1=NC(=NC(=C1)C(F)(F)F)S(=O)(=O)C)=O)C N,N-dimethyl-3-(2-(methylsulfonyl)-6-(trifluoromethyl)pyrimidin-4-yl)benzamide